COC=1C=C(CN(C2=CC(=CC=C2)CN2CCOCC2)CC2=CC(=CC=C2)OC)C=CC1 N,N-bis(3-methoxybenzyl)-3-(morpholinomethyl)aniline